BrC1=CC=CC=2N(C(NC21)=O)C2C(CNCC2)O 4-bromo-1-(3-hydroxypiperidin-4-yl)-2,3-dihydro-1H-1,3-benzodiazol-2-one